C(=O)NC(C)(O)C1=CC=CC=C1 formamidophenyl-ethanol